C1=CC(=C2C=CC=C3C4=CC=CC5=CC=CC(C1=C23)=C45)/C=C/C(=O)OC(C)(C)C tert-butyl (E)-3-(perylen-3-yl)acrylate